2-chloro-7-methyl-7,9-dihydro-8H-purine ClC1=NC=C2N(CNC2=N1)C